(R)-4-(4-fluoro-3-(3-(p-tolylamino)pyrrolidine-1-carbonyl)benzyl)phthalazin-1(2H)-one FC1=C(C=C(CC2=NNC(C3=CC=CC=C23)=O)C=C1)C(=O)N1C[C@@H](CC1)NC1=CC=C(C=C1)C